1,3-bis(N,N-diglycidyl-aminoethyl)cyclohexane C(C1CO1)N(CC1CO1)CCC1CC(CCC1)CCN(CC1CO1)CC1CO1